5-chloro-2-(4,4-difluoroazepan-1-yl)-N-(4-chloro-3-(N'-hydroxycarbamimidoyl)phenyl)-6-methylnicotinamide ClC=1C(=NC(=C(C(=O)NC2=CC(=C(C=C2)Cl)C(N)=NO)C1)N1CCC(CCC1)(F)F)C